4-iodopentyl butyrate C(CCC)(=O)OCCCC(C)I